FC1(CC(C1)C(=O)N1C[C@H]([C@H](C1)F)NC(=O)C=1C(=NC=CC1)OC)F N-[(3R,4S)-1-(3,3-difluorocyclobutanecarbonyl)-4-fluoropyrrolidin-3-yl]-2-methoxypyridine-3-carboxamide